CC(C)[C@H](C)CC[C@@H](C)[C@H]1CC[C@H]2[C@@H]3CC=C4C[C@H](CC[C@]4(C)[C@H]3CC[C@]12C)O (24R)-Ergosta-5-en-3β-ol